C(C=C)N1C(N(CC2=C1N=C(N=C2)NC=2C=CC(=C(COC(C=C)=O)C2)N2CCN(CC2)C)C2=C(C=CC=C2C)C)=O Acrylic acid 5-[8-allyl-6-(2,6-dimethyl-phenyl)-7-oxo-5,6,7,8-tetrahydro-pyrimido[4,5-d]pyrimidin-2-ylamino]-2-(4-methyl-piperazin-1-yl)-benzyl ester